C(C1=CC=CC=C1)(=O)OCC(CCCC(C)OC(C1=CC=CC=C1)=O)(C)CCCCCCC 2-heptyl-2-methyl-1,6-heptanediol dibenzoate